C1CCC2=C(C=CC=C12)NC(C(C)(C)C)=O N-(2,3-dihydro-1H-inden-4-yl)pivalamide